3-(4-Fluorophenoxymethyl)-2-{[5-methyl-2-(pyrimidin-2-yl)phenyl]carbonyl}-2-azabicyclo[3.1.1]heptan FC1=CC=C(OCC2N(C3CC(C2)C3)C(=O)C3=C(C=CC(=C3)C)C3=NC=CC=N3)C=C1